6-BUTOXY-5-METHYLPYRIDINE-3-BORONIC ACID C(CCC)OC1=C(C=C(C=N1)B(O)O)C